3-(6-(4-fluorophenylethoxy)-1H-indol-1-yl)propanol FC1=CC=C(C=C1)CCOC1=CC=C2C=CN(C2=C1)CCCO